FC=1C=C(C(=O)NC=2C=C(C=CC2)SC=2N=CC(=NC2)N2C=CC(C=C2)(C)NC(OC(C)(C)C)=O)C=CC1N1CCC(CC1)=O tert-butyl (1-(5-((3-(3-fluoro-4-(4-oxopiperidin-1-yl)benzamido)phenyl)thio)pyrazin-2-yl)-4-methylpyridin-4-yl)carbamate